C(C)(C)(C)OC(=O)N1CCC(=CC1)C1=C(C=CC(=C1)C=O)OC 4-(5-formyl-2-methoxy-phenyl)-3,6-dihydro-2H-pyridine-1-carboxylic acid tert-butyl ester